BrCCC1=CC=C(C=C1)C1=CC=C(C=C1)CCBr 4,4'-bis(bromoethyl)biphenyl